O[C@@H]1C[C@H](N(C1)C([C@H](C(C)C)C1=CC(=NO1)C=1C=C2C=C(N=NC2=CC1)C1=C(C=CC=C1)O)=O)C(=O)N[C@@H](C)C1=CC=C(C=C1)C1=C(N=CS1)C (2S,4R)-4-hydroxy-1-[(2R)-2-{3-[3-(2-hydroxyphenyl)cinnolin-6-yl]-1,2-oxazol-5-yl}-3-methylbutanoyl]-N-[(1S)-1-[4-(4-methyl-1,3-thiazol-5-yl)phenyl]ethyl]pyrrolidine-2-carboxamide